2'-Chloro-3,4-dihydroxychalcone ClC1=C(C(/C=C/C2=CC(=C(C=C2)O)O)=O)C=CC=C1